C(=O)C=1C=C(C=C(C1C(=O)OC)OC)C1CCN(CC1)C(=O)OCC[Si](C)(C)C 2-Trimethylsilylethyl 4-(3-formyl-5-methoxy-4-methoxycarbonyl-phenyl)piperidine-1-carboxylate